nitryl-p-phenylenediamine [N+](=O)([O-])NC1=CC=C(C=C1)N